FC(C=1C(=NC(=NC1)N1CC=2N(CC1)C(=NN2)C(F)(F)F)C2=CNC1=CC(=CC=C21)C#N)(F)F 3-(5-(trifluoromethyl)-2-(3-(trifluoromethyl)-5,6-dihydro-[1,2,4]triazolo[4,3-a]pyrazin-7(8H)-yl)pyrimidin-4-yl)-1H-indole-6-carbonitrile